FC1=C(C(=CC(=C1)C=1NC=C(N1)C#N)F)C=1N=C2N(C=CC(=C2)C)C1C[C@H]1CN(CCO1)C(=O)OC methyl (S)-2-((2-(2,6-difluoro-4-(4-cyano-1H-imidazol-2-yl)phenyl)-7-methylimidazo[1,2-a]pyridin-3-yl)methyl)morpholine-4-carboxylate